CC1=C(C(=O)N[C@H](C)C2=CC=CC3=CC=CC=C23)C=C(C=C1)N(S(=O)(=O)C)C1=CC=NC=C1 (R)-2-methyl-N-(1-(naphthalen-1-yl)ethyl)-5-(N-(pyridin-4-yl)methylsulfonamido)benzamide